C1(CC1)CC1(CCC2(OCCO2)CC1)CCOC(F)F 8-(Cyclopropylmethyl)-8-[2-(difluoromethoxy)ethyl]-1,4-dioxaspiro[4.5]decane